C(C)(C)(C)[S@@](=O)N[C@H](C)C1=C2N=C(C(=NC2=CC(=C1)C)C(=O)N)OCC1=CC=C(C=C1)OC 5-((R)-1-(((R)-tert-butylsulfinyl)amino)ethyl)-3-((4-methoxybenzyl)oxy)-7-methylquinoxaline-2-carboxamide